8-(pivaloyloxy)decanal C(C(C)(C)C)(=O)OC(CCCCCCC=O)CC